(R)-4-amino-N-(5-(1-amino-3-methoxypropyl)pyridin-3-yl)-1-(2,6-dichlorophenyl)-6-oxo-1,6-dihydropyrimidine-5-carboxamide NC=1N=CN(C(C1C(=O)NC=1C=NC=C(C1)[C@@H](CCOC)N)=O)C1=C(C=CC=C1Cl)Cl